bis((1-(2,3-dimethylbutan-2-yl)cyclohexyl)cyclopentadienyl)zirconium dichloride [Cl-].[Cl-].CC(C)(C(C)C)C1(CCCCC1)C1(C=CC=C1)[Zr+2]C1(C=CC=C1)C1(CCCCC1)C(C)(C(C)C)C